C/C=C(\\C)/C(=O)NCC(C1=CC(=O)C2=NC=CC3=C2C1=NC4=CC=CC=C34)OC The molecule is an alkaloid that is an enamide obtained by the formal condensation of tiglic acid with 6-(2-amino-1-methoxyethyl)-4H-pyrido[2,3,4-kl]acridin-4-one. It is isolated from the Okinawan marine tunicate Cystodytes dellechiajei and exhibits cytotoxicity against human epidermoid carcinoma KB cells It has a role as a metabolite and an antineoplastic agent. It is an alkaloid, an enamide, an enone, an organic heterotetracyclic compound, an ether and a secondary carboxamide. It derives from a tiglic acid.